1-[(2,4-difluorophenyl)methyl]-3-[(2-fluoro-4-nitrophenyl)methyl]-1-(1-methylpiperidin-4-yl)urea FC1=C(C=CC(=C1)F)CN(C(=O)NCC1=C(C=C(C=C1)[N+](=O)[O-])F)C1CCN(CC1)C